C(=O)(O)[C@H](CC(=O)C1=CC2=C(S1)C(=C(C(=C2F)OCCCOC=2C=C1CN(CC1=CC2OC)C(C[C@@H](C(=O)O)C)=O)OC)F)C (S)-4-(5-(3-((2-((S)-3-carboxybutanoyl)-4,7-difluoro-6-methoxy-benzo[b]thiophen-5-yl)oxy)propoxy)-6-methoxyisoindolin-2-yl)-2-methyl-4-oxobutanoic acid